C1N(CCC2=CC=CC=C12)C[C@H](CN1C(C2=CC=C(C=C2CC1)NCC1CCNCC1)=O)O 2-[(2R)-3-(3,4-Dihydro-1H-isochinolin-2-yl)-2-hydroxy-propyl]-6-(4-piperidylmethylamino)-3,4-dihydroisochinolin-1-on